COC1=CC=CC(=N1)NC1=NC(=NN2C1=C(C=C2)C2=CC=CC=C2)C=2N(C=CN2)C N-(6-methoxypyridin-2-yl)-2-(1-methyl-1H-imidazol-2-yl)-5-phenylpyrrolo[2,1-f][1,2,4]triazin-4-amine